5-(2,6-difluoro-1,2-dihydropyridin-4-yl)-4-fluoro-2-(5-(((1S,2R,3R,5R)-2-fluoro-1,5-dimethyl-8-azabicyclo[3.2.1]octan-3-yl)(methyl)amino)pyrazin-2-yl)phenol FC1NC(=CC(=C1)C=1C(=CC(=C(C1)O)C1=NC=C(N=C1)N(C)[C@H]1[C@H]([C@@]2(CC[C@](C1)(N2)C)C)F)F)F